FC=1C=C(C=CC1[N+](=O)[O-])C1=NN=NN1COCC[Si](C)(C)C 2-[[5-(3-fluoro-4-nitro-phenyl)tetrazol-1-yl]methoxy]ethyl-trimethyl-monosilane